FC1=CC=C(C=C1N)N 6-fluorobenzene-1,3-diamine